ClC1=C(C=C(C(=C1C)Cl)C)O 2,4-dichloro-3,5-dimethylphenol